NC1=CC=C(C=C1)C=1C=CC(N(C1)CC1=CC=C(C=C1)F)=O 5-(4-aminophenyl)-1-(4-fluorobenzyl)pyridin-2(1H)-one